((3S,4S)-4-(Dimethylamino)pyrrolidin-3-yl)methanol hydrochloride Cl.CN([C@H]1[C@H](CNC1)CO)C